CC1=CNC=2N=CN=C(C21)N2CCSC(=C2)C(=O)N2C[C@H]1[C@@H](CC2)CCN1 |o1:20,21| rel-(4-(5-methyl-7H-pyrrolo[2,3-d]pyrimidin-4-yl)-3,4-dihydro-2H-1,4-thiazin-6-yl)((3aR,7aR)-octahydro-6H-pyrrolo[2,3-c]pyridin-6-yl)methanone